(3-bromophenyl)-7-chloro-6-fluoro-2-hydrazino-N-(trifluoromethyl)quinazolin-4-amine BrC=1C=C(C=CC1)C1=C2C(=NC(=NC2=CC(=C1F)Cl)NN)NC(F)(F)F